tert-butyl 3-hydroxy-3-(4-(4-(4-(trifluoromethyl)phenyl)piperidine-1-carbonyl) phenyl)pyrrolidine-1-carboxylate OC1(CN(CC1)C(=O)OC(C)(C)C)C1=CC=C(C=C1)C(=O)N1CCC(CC1)C1=CC=C(C=C1)C(F)(F)F